1-[5-fluoro-2-(pyrrolidin-3-ylamino)pyrimidin-4-yl]-N-{imidazo[1,2-a]pyridin-3-ylmethyl}azetidine-3-carboxamide FC=1C(=NC(=NC1)NC1CNCC1)N1CC(C1)C(=O)NCC1=CN=C2N1C=CC=C2